(S)-2-amino-3-(3-fluorophenyl)propionic acid N[C@H](C(=O)O)CC1=CC(=CC=C1)F